ClC1=C2C(=NC(=N1)N)N(N=C2)CCC2=CC=CC=C2 4-chloro-6-amino-1-phenethylpyrazolo[3,4-d]pyrimidine